5-{5-chloro-1-methylpyrrolo[2,3-c]pyridin-2-yl}-4-methoxy-6-methylpyrimidine ClC=1C=C2C(=CN1)N(C(=C2)C=2C(=NC=NC2C)OC)C